Iron bipyridine salt N1=C(C=CC=C1)C1=NC=CC=C1.[Fe]